(S)-2-(4-methylphenyl-sulphonamido)-N1-(4-morpholinophenyl)-N5-phenylglutaramide CC1=CC=C(C=C1)S(=O)(=O)N[C@H](C(=O)NC1=CC=C(C=C1)N1CCOCC1)CCC(=O)NC1=CC=CC=C1